(E)-(1-methyl-3-(o-tolyldiazenyl)-1H-indol-2-yl)(phenyl)methanone CN1C(=C(C2=CC=CC=C12)\N=N\C1=C(C=CC=C1)C)C(=O)C1=CC=CC=C1